4-amino-N-((3-fluoro-5-(trifluoromethyl)pyridin-2-yl)methyl)-N'-((1R,2R)-2-fluorocyclopropane-1-carbonyl)-N',1-dimethyl-1H-pyrazolo[4,3-c]quinoline-8-carbohydrazide NC1=NC=2C=CC(=CC2C2=C1C=NN2C)C(=O)N(N(C)C(=O)[C@@H]2[C@@H](C2)F)CC2=NC=C(C=C2F)C(F)(F)F